6,7-dichloro-3-((6-methoxypyridin-3-yl)methyl)-1,3,4,9-tetrahydro-[1,2,6]thiadiazino[4,3-g]indole 2,2-dioxide ClC=1C=2C(=CNC2C2=C(C1)CN(S(N2)(=O)=O)CC=2C=NC(=CC2)OC)Cl